COC(CN1N=C(C=C1CBr)Br)=O 2-(3-bromo-5-(bromomethyl)-1H-pyrazol-1-yl)acetic acid methyl ester